NC1CN(CCC1)C1=C(C=NC=2NC3=C(C=C(C(=C3C21)F)F)NC)C=2C=NC=C(C#N)C2 5-(4-(3-aminopiperidin-1-yl)-5,6-difluoro-8-(methylamino)-9H-pyrido[2,3-b]indol-3-yl)nicotinonitrile